1,1-bis(2,6-difluorophenyl)-1,2-ethylene glycol FC1=C(C(=CC=C1)F)C(CO)(C1=C(C=CC=C1F)F)O